C(CCCCCCCCCCCCCCC)O palmitylalcohol